ClC=1C(NN=CC1N1C[C@@H](CC1)OC1=NC=C(C(=C1)C=1C(=NOC1C)C)F)=O (R)-4-chloro-5-(3-((4-(3,5-dimethylisoxazol-4-yl)-5-fluoropyridin-2-yl)oxy)pyrrolidin-1-yl)pyridazin-3(2H)-one